CC1=NC(=CC=C1)C=1C=NNC1C1CCOCC1 2-methyl-6-(5-tetrahydropyran-4-yl-1H-pyrazol-4-yl)pyridine